Cl.FC=1C=C(C=CC1N1C(=NC=C1)C(F)(F)F)[C@@H](C)N (R)-1-(3-fluoro-4-(2-(trifluoromethyl)-1H-imidazol-1-yl)phenyl)ethanamine hydrochloride